ClC=1C=CC(=C(C1)C1=CC=C2C(=CN=NC2=C1)NCC1=C(C=C(C=C1)OC)OC)OCCC1COCC1 7-[5-chloro-2-[2-(oxacyclopent-3-yl)ethoxy]phenyl]-N-[(2,4-dimethoxyphenyl)methyl]cinnolin-4-amine